ClC1=C2N=C(N(C2=NC(=N1)C#CCCCC)[C@@H]1OCC[C@H]1O)C=1OC(=CC1)C (2R,3R)-2-(6-chloro-2-(hex-1-yn-1-yl)-8-(5-methylfuran-2-yl)-9H-purin-9-yl)tetrahydrofuran-3-ol